Ethyl 1-((4-(N,N-diethylsulfamoyl)phenyl)sulfonyl)-4-hydroxy-1,2,5,6-tetrahydropyridine-3-carboxylate C(C)N(S(=O)(=O)C1=CC=C(C=C1)S(=O)(=O)N1CC(=C(CC1)O)C(=O)OCC)CC